(2,6-Dioxopiperidin-3-yl)-4',4'-difluoro-3',4'-dihydro-6'H-spiro[piperidine-4,2'-pyrano[2,3-f]isoindole]-6',8'(7'H)-dione O=C1NC(CCC1C1C(C=2C(=CC=3C(NC(C3C2)=O)=O)OC12CCNCC2)(F)F)=O